C(C)(C)(C)NC(C(=O)C=1N(C=C(C1C(=O)NC1=CC(=C(C=C1)F)C#N)C)C)=O (2-(tert-butylamino)-2-oxoacetyl)-N-(3-cyano-4-fluorophenyl)-1,4-dimethyl-1H-pyrrole-3-carboxamide